1-[(S)-4-(2,3-dihydro-[1,4]dioxino[2,3-b]pyridin-3-yl)-benzyl]-4-phenyl-piperidin-4-ol O1C[C@@H](OC2=NC=CC=C21)C2=CC=C(CN1CCC(CC1)(O)C1=CC=CC=C1)C=C2